CCCCCCCCCC\C=C/CC (Z)-11-tetradecen